C1(CCC1)CN(C(OC(C)(C)C)=O)CC=1C=CC=2N(C1)C=C(N2)C(CC)O Tert-butyl (cyclobutylmethyl)((2-(1-hydroxypropyl)imidazo[1,2-a]pyridin-6-yl)methyl)carbamate